(S)-3-amino-3-(6-methoxy-2',6'-dimethylbiphenyl-3-yl)propionic acid ethyl ester C(C)OC(C[C@@H](C=1C=C(C(=CC1)OC)C1=C(C=CC=C1C)C)N)=O